Tert-Butyl 4-(3-((5-Methylfuran-2-Yl)Methylamino)-2-Nitrophenyl)Piperazine-1-Carboxylate CC1=CC=C(O1)CNC=1C(=C(C=CC1)N1CCN(CC1)C(=O)OC(C)(C)C)[N+](=O)[O-]